C(C1=CC(O)=C(O)C(O)=C1)(=O)C(=O)[C@H](O)[C@@](O)([C@](O)([C@H](O)C(O)C(C1=CC(O)=C(O)C(O)=C1)=O)C(C1=CC(O)=C(O)C(O)=C1)=O)C(C1=CC(O)=C(O)C(O)=C1)=O 1,3,4,6-tetra-galloylglucose